Methyl 5-[3-[4-[3-[tert-butoxycarbonyl(methyl)amino]prop-1-ynyl]-2-fluoro-phenoxy]propyl]-2-[4-[tert-butyl(dimethyl)silyl]oxybutylamino]thiazole-4-carboxylate C(C)(C)(C)OC(=O)N(CC#CC1=CC(=C(OCCCC2=C(N=C(S2)NCCCCO[Si](C)(C)C(C)(C)C)C(=O)OC)C=C1)F)C